4-(5-(3-amino-8-azabicyclo[3.2.1]octane-8-carbonyl)-2-(5-fluoro-3-methyl-benzo[d]isoxazol-6-yl)thiophen-3-yl)benzene-sulfonamide NC1CC2CCC(C1)N2C(=O)C2=CC(=C(S2)C2=CC1=C(C(=NO1)C)C=C2F)C2=CC=C(C=C2)S(=O)(=O)N